CC1=NOC(=C1C=1C=C2C(=NC1)N(C=C2C2=CC=C(C(=O)OC)C=C2)S(=O)(=O)C2=CC=C(C)C=C2)C methyl 4-(5-(3,5-dimethylisoxazol-4-yl)-1-tosyl-1H-pyrrolo[2,3-b]pyridin-3-yl)benzoate